methyl (CIS)-3-(methylsulfonamido)-2-((((CIS)-4-phenylcyclohexyl)oxy)-methyl)pyrrolidine-1-carboxylate CS(=O)(=O)N[C@@H]1[C@@H](N(CC1)C(=O)OC)CO[C@@H]1CC[C@@H](CC1)C1=CC=CC=C1